6-((1-((4-Aminopiperidin-1-yl)sulfonyl)cyclopropyl)methyl)-N-(4-cyanobenzyl)-1-methyl-7-oxo-4,5,6,7-tetrahydro-1H-pyrazolo[3,4-c]pyridine-3-carboxamide NC1CCN(CC1)S(=O)(=O)C1(CC1)CN1C(C2=C(CC1)C(=NN2C)C(=O)NCC2=CC=C(C=C2)C#N)=O